N-(1-(4-tert-butylphenyl)-2-(phenylseleno)ethyl)aniline C(C)(C)(C)C1=CC=C(C=C1)C(C[Se]C1=CC=CC=C1)NC1=CC=CC=C1